acetyl-4-propylguaiacol C(C)(=O)C1=C(C(=CC=C1CCC)OC)O